FC(C1=CC=C(C=C1)C1=NN2C=NC=3C=CC=CC3C2=N1)(F)F 2-[4-(trifluoromethyl)phenyl][1,2,4]triazolo[1,5-c]quinazolin